3-[(2-Chlorophenyl)methyl]-7-(3,3-difluoropyrrolidin-1-yl)-5-ethylsulfonyltriazolo[4,5-d]pyrimidine ClC1=C(C=CC=C1)CN1N=NC2=C1N=C(N=C2N2CC(CC2)(F)F)S(=O)(=O)CC